CN1CC[C@H]2[C@@H]1CN(C2)C2=C(C=NC=1NC3=C(C=C(C(=C3C12)F)F)NC)C=1C=C2C(C(=CN(C2=NC1)C)C(=O)O)=O 6-[4-[(3aR,6aR)-1-methyl-2,3,3a,4,6,6a-hexahydropyrrolo[2,3-c]pyrrol-5-yl]-5,6-difluoro-8-(methylamino)-9H-pyrido[2,3-b]indol-3-yl]-1-methyl-4-oxo-1,8-naphthyridine-3-carboxylic acid